methacrylate (oleyl methacrylate) C(CCCCCCC\C=C/CCCCCCCC)C=C(C(=O)O)C.C(C(=C)C)(=O)O